gamma-aminopropyl-triethoxysilicon NCCC[Si](OCC)(OCC)OCC